FC1(OCCC1(C(F)(F)F)C(F)(F)F)C(C(F)(F)F)(F)F 2-fluoro-2-(1,1,2,2,2-pentafluoroethyl)-3,3-bis(trifluoromethyl)tetrahydrofuran